6-cyclopropoxy-N-isopropyl-8-(4-(trifluoromethyl)phenyl)quinoline-3-carboxamide C1(CC1)OC=1C=C2C=C(C=NC2=C(C1)C1=CC=C(C=C1)C(F)(F)F)C(=O)NC(C)C